C(C)OC(=O)C=1N=C(SC1N=C(C1=CC=CC=C1)C1=CC=CC=C1)C1=CC=CC=C1 ((diphenylmethylene)amino)-2-phenylthiazole-4-carboxylic acid ethyl ester